3-(6-butyl-2-methyl-7-oxo-1H-pyrrolo[2,3-c]pyridin-4-yl)-N,N-dimethylbenzamide C(CCC)N1C(C2=C(C(=C1)C=1C=C(C(=O)N(C)C)C=CC1)C=C(N2)C)=O